N'-acetyl-4-amino-N-(2-cyano-4-(1-(difluoromethyl)-1H-pyrazol-4-yl)benzyl)-N',1-dimethyl-1H-pyrazolo[4,3-c]quinoline-8-carbohydrazide C(C)(=O)N(N(C(=O)C1=CC=2C3=C(C(=NC2C=C1)N)C=NN3C)CC3=C(C=C(C=C3)C=3C=NN(C3)C(F)F)C#N)C